C(C)(C)NC1=CC=C(N)C=C1 4-Isopropylaminoaniline